2-(6-chloro-4-(3-((4-methyl-4H-1,2,4-triazol-3-yl)methyl)oxetan-3-yl)pyridin-2-yl)-4-(trifluoromethyl)isoindolin-1-one ClC1=CC(=CC(=N1)N1C(C2=CC=CC(=C2C1)C(F)(F)F)=O)C1(COC1)CC1=NN=CN1C